C(C)(C)(C)N(C(O)=O)C1CCOC2=CC(=CC=C12)F.CC1(OB(OC1(C)C)C1=CC(=CC(=C1)B1OC(C(O1)(C)C)(C)C)B1OC(C(O1)(C)C)(C)C)C 1,3,5-Tris(4,4,5,5-tetramethyl-1,3,2-dioxaborolan-2-yl)benzene tert-butyl-(7-fluorochroman-4-yl)carbamate